methyl (E)-3-(3-(3,5-bis(trifluoromethyl)phenyl)-5-hydroxy-1H-1,2,4-Triazol-1-yl)-2-(pyrimidin-5-yl)acrylate FC(C=1C=C(C=C(C1)C(F)(F)F)C1=NN(C(=N1)O)/C=C(/C(=O)OC)\C=1C=NC=NC1)(F)F